C(CCC)OCCCC butyloxide